BrC1=CC2=NC=C3C(=C2S1)N(C(=N3)CCCC)CCCCNC(OC(C)(C)C)=O Tert-butyl (4-(7-bromo-2-butyl-1H-imidazo[4,5-d]thieno[3,2-b]pyridin-1-yl)butyl)carbamate